N4-amino-5-aminocytidine NNC1=NC(N([C@H]2[C@H](O)[C@H](O)[C@@H](CO)O2)C=C1N)=O